azepan-4-one O-methyloxime CON=C1CCNCCC1